FC([C@H]1N(C(OC1)=O)C=1N=C2N(CCOC3=C2C=CC(=C3)N[C@H](C(=O)N)COC)C1)F (S)-2-((2-((S)-4-(difluoromethyl)-2-oxooxazolidin-3-yl)-5,6-dihydrobenzo[f]imidazo[1,2-d][1,4]oxazepin-9-yl)amino)-3-methoxypropionamide